(S)-6-Ethyl-N-((S)-1-(5-(6-methoxy-2-methyl-2H-indazol-5-yl)-1H-imidazol-2-yl)-7-oxononyl)-6-azaspiro[2.5]octan-1-carboxamid C(C)N1CCC2(C[C@@H]2C(=O)N[C@@H](CCCCCC(CC)=O)C=2NC(=CN2)C2=CC3=CN(N=C3C=C2OC)C)CC1